BrC=1C=C2N(N=CC(=C2Cl)C(=NC2=C(C=C(C(=C2)F)O[Si](C)(C)C(C)(C)C)CC)N)C1 6-bromo-N'-[4-[tert-butyl(dimethyl)silyl]oxy-2-ethyl-5-fluoro-phenyl]-4-chloro-pyrrolo[1,2-b]pyridazine-3-carboxamidine